ClC(C1=NC(=NO1)C1=CC(=C(CP(NC2=C(C=CC=C2Cl)Cl)(=O)C)C=C1)F)(F)F P-(4-(5-(chlorodifluoromethyl)-1,2,4-oxadiazol-3-yl)-2-fluorobenzyl)-N-(2,6-dichlorophenyl)-P-methylphosphinic amide